CC1=CC=C(C=C1)S(=O)(=O)OCC(CCCC)CC Heptan-5-ylmethyl 4-methylbenzenesulfonate